FC1=NC=CC=C1[C@H](C)N1C=NC=2C1=NC(=CC2)NC2=NNC(=C2)OC (S)-3-(1-(2-fluoropyridin-3-yl)ethyl)-N-(5-methoxy-1H-pyrazol-3-yl)-3H-imidazo[4,5-b]pyridin-5-amine